CC1(OC[C@@H](O1)C(=O)OC)C methyl (R)-2,2-dimethyl-1,3-dioxolane-4-carboxylate